C(C)(C)C=1C=NC=C(C1NC(=O)N=[S@@](=O)(N)C1=CN=C(S1)C(C)(C)O)C(C)C (S)-N'-((3,5-diisopropylpyridin-4-yl)carbamoyl)-2-(2-hydroxypropan-2-yl)thiazole-5-sulfonimidamide